NC=1C(=CC2=C(N=CN2C(F)(F)F)C1C1=C(C(=CC=C1C)OCC1=CC=CC=C1)C)C#N 6-Amino-7-(3-benzyloxy-2,6-dimethyl-phenyl)-3-(trifluoromethyl)benzimidazole-5-carbonitrile